CNC=1C(=CC(=CC1)[N+](=O)[O-])N N1-methyl-4-nitro-benzene-1,2-diamine